C1=CC(=C(C(=C1C(=O)O)C(=O)O)[O-])[O-] The molecule is dicarboxylate anion of 3,4-dihydroxyphthalic acid; major species at pH 7.3. It derives from a phthalate(2-). It is a conjugate base of a 3,4-dihydroxyphthalic acid.